tert-butyl 2-(2-(3-(3-ethoxy-2-methyl-3-oxopropyl)phenyl)-3-(3-((2-hydroxyethyl)sulfonyl)-2,2-dimethylpropoxy)-2-methylpropanoyl)-1-methylhydrazine-1-carboxylate C(C)OC(C(CC=1C=C(C=CC1)C(C(=O)NN(C(=O)OC(C)(C)C)C)(COCC(CS(=O)(=O)CCO)(C)C)C)C)=O